CC1C/C(/C(\C(\C1)=C\C1=CC=C(C=C1)N(C)CC(=O)[O-])=O)=C\C1=CC=C(C=C1)N(C)CC(=O)[O-].[Na+].[Na+] sodium 2,2'-((((1E,1'E)-(5-methyl-2-oxocyclohexane-1,3-diylidene)bis(methanylylidene))bis(4,1-phenylene))bis(methylazanediyl))diacetate